[Eu].C1(CC1)C1=NOC(=N1)C12CCC(CC1)(CC2)CN(C(=O)C2CCCCC2)C2=CC(=CC=C2)C=2OC=C(N2)C(F)F N-((4-(3-cyclopropyl-1,2,4-oxadiazol-5-yl)bicyclo[2.2.2]octan-1-yl)methyl)-N-(3-(4-(difluoromethyl)oxazol-2-yl)phenyl)cyclohexanecarboxamide Europium